ClC1=C(C=CC=2C(=C3N(C12)CCN(C3)C(CCC(=O)N(C)C)=O)C=3C=NNC3)Cl 4-[6,7-dichloro-10-(1H-pyrazol-4-yl)-3,4-dihydro-1H-pyrazino[1,2-a]indol-2-yl]-N,N-dimethyl-4-oxo-butanamide